methyl 7-bromo-2-oxo-1H-quinoline-3-carboxylate BrC1=CC=C2C=C(C(NC2=C1)=O)C(=O)OC